3-(4-Propoxyphenyl)-1-[4-[(2,4-dihydroxy-alpha-methylbenzylidene)amino]phenyl]-2-propene-1-one C(CC)OC1=CC=C(C=C1)C=CC(=O)C1=CC=C(C=C1)N=C(C1=C(C=C(C=C1)O)O)C